NC[C@@H](C(=O)NC=1C=C2C=CN=CC2=CC1)C1=CC=C(C=C1)C (S)-3-amino-N-(isoquinolin-6-yl)-2-(p-tolyl)propanamide